1-(cyclopropyl-methyl)-3-(5-(1-(4-ethylphenyl)-1H-pyrazol-4-yl)-1H-indol-3-yl)urea C1(CC1)CNC(=O)NC1=CNC2=CC=C(C=C12)C=1C=NN(C1)C1=CC=C(C=C1)CC